(2-fluorophenyl)-2-methyl-4H-thieno[3,2-b]pyrrole-5-carboxamide FC1=C(C=CC=C1)C1=C(SC2=C1NC(=C2)C(=O)N)C